5-[1-[5-[[3-keto-3-(methylamino)propyl]amino]-2-pyridinyl]-3-(trifluoromethyl)pyrazol-4-yl]-1-methyl-imidazole-2-carboxamide O=C(CCNC=1C=CC(=NC1)N1N=C(C(=C1)C1=CN=C(N1C)C(=O)N)C(F)(F)F)NC